BrC=1C=C(C(=O)O)C=C(C1OC)S(NC1=C(C(=CC(=C1)C=1C=NC(=CC1CO)C(F)(F)F)F)OC)(=O)=O 3-Bromo-5-[[3-fluoro-5-[4-(hydroxymethyl)-6-(trifluoromethyl)-3-pyridyl]-2-methoxy-phenyl]sulfamoyl]-4-methoxy-benzoic acid